tert-butyl (26-(5-chloro-4-(4-cyano-6-(trifluoromethyl)pyridin-3-yl)-2-((2-methoxyphenyl) (methyl)carbamoyl)phenoxy)-3,6,9,12,15,18,21,24-octaoxahexacosyl)carbamate ClC=1C(=CC(=C(OCCOCCOCCOCCOCCOCCOCCOCCOCCNC(OC(C)(C)C)=O)C1)C(N(C)C1=C(C=CC=C1)OC)=O)C=1C=NC(=CC1C#N)C(F)(F)F